bornyl 2,6-dihydroxy-4-isopropoxybenzoate OC1=C(C(=O)OC2C3(CCC(C2)C3(C)C)C)C(=CC(=C1)OC(C)C)O